NC1=C(C(=NN1C1CC(C1)(F)F)C1=CC=C2C=CC(=NC2=C1)C1=CC=CC=C1)C#N 5-amino-1-(3,3-difluorocyclobutyl)-3-(2-phenylquinolin-7-yl)-1H-pyrazole-4-carbonitrile